kalium-magnesium [Mg].[K]